methyl-d3-(tert-butoxycarbonyl)-L-tryptophan methyl ester COC([C@@H](N(C(=O)OC(C)(C)C)C([2H])([2H])[2H])CC1=CNC2=CC=CC=C12)=O